6-[4-[Acetyl(cyclopropylmethyl)amino]-3-chloro-phenyl]-N-[(6-chloro-3-pyridyl)methyl]pyridine-3-carboxamide C(C)(=O)N(C1=C(C=C(C=C1)C1=CC=C(C=N1)C(=O)NCC=1C=NC(=CC1)Cl)Cl)CC1CC1